BrC=1N=C(C(N(C1)C)=O)NC1=CC(=C(C=C1)N1[C@H](CN(CC1)C1COC1)C)[N+](=O)[O-] 5-bromo-1-methyl-3-([4-[(2S)-2-methyl-4-(oxetan-3-yl)piperazin-1-yl]-3-nitrophenyl]amino)pyrazin-2-one